CN1CCC(CC1)NC1=CC=CC2=C1SC(=C2CC(F)(F)F)C#CCNC=2C=CC=C1C(=CNC21)C2CCN(CC2)C(=O)OC(C)(C)C tert-butyl 4-(7-((3-(7-((1-methylpiperidin-4-yl)amino)-3-(2,2,2-trifluoroethyl)benzo[b]thiophen-2-yl)prop-2-yn-1-yl)amino)-1H-indol-3-yl)piperidine-1-carboxylate